FC1=CC=C(CCN2CCNCC2)C=C1 1-(4-fluorophenethyl)-piperazine